CN(S(=O)(=O)CC)C N,N-dimethylethane-1-sulfonamide